N-(3-(3-(4-methylpiperazine-1-carbonyl)pyrazolo[1,5-a]pyridin-5-yl)-1H-pyrrolo[2,3-b]pyridin-5-yl)-2-(piperazin-1-yl)isonicotinamide CN1CCN(CC1)C(=O)C=1C=NN2C1C=C(C=C2)C2=CNC1=NC=C(C=C12)NC(C1=CC(=NC=C1)N1CCNCC1)=O